C(C)(C)(C)OC(=O)N1CC2=CC(=CC=C2CC1)C=1OC(N(N1)CC1=NC=C(C=C1)C=1OC(=NN1)C(F)F)=O 7-[4-[[5-[5-(difluoromethyl)-1,3,4-oxadiazol-2-yl]-2-pyridinyl]methyl]-5-oxo-1,3,4-oxadiazol-2-yl]-3,4-dihydro-1H-isoquinoline-2-carboxylic acid tert-butyl ester